1-benzyl-4-ethoxy-1,4-azaphosphinane 4-oxide C(C1=CC=CC=C1)N1CCP(CC1)(OCC)=O